4-(difluoromethyl)cyclohexan-1-amine hydrochloride Cl.FC(C1CCC(CC1)N)F